C(C)C1=CC=C2C=NNC2=C1NC(=O)N=[S@](=O)(N)C1=CN=C(S1)C(C)(C)O |o1:15| (R) or (S)-N'-((6-ethyl-1H-indazol-7-yl)carbamoyl)-2-(2-hydroxypropan-2-yl)thiazole-5-sulfonimidamide